N1(N=CC=C1)CC=1C=CC(=NC1OC)C(=O)NS(=O)(=O)C1=C(C=CC=2CCCCC12)OC 5-((1H-pyrazol-1-yl)methyl)-6-methoxy-N-((2-methoxy-5,6,7,8-tetrahydronaphthalen-1-yl)sulfonyl)picolinamide